1-(5-(4-(2,2-dimethoxyethyl)piperazine-1-carbonyl)-2-methoxyphenyl)dihydropyrimidine COC(CN1CCN(CC1)C(=O)C=1C=CC(=C(C1)N1CNCC=C1)OC)OC